(S)-3-(2,2-dimethyl-4H-benzo[d][1,3]dioxin-6-yl)-N2,N2-dimethylpropane-1,2-diamine CC1(OCC2=C(O1)C=CC(=C2)C[C@@H](CN)N(C)C)C